COC=1C=C(C=CC1)NC=1C=C2C=CN(C2=CC1)C1=NC=C(C=C1)[N+](=O)[O-] N-(3-methoxyphenyl)-1-(5-nitropyridin-2-yl)-1H-indol-5-amine